2-(2-(4-(1,1-dioxidothio-morpholino)-3-(1-(2,2,2-trifluoroethyl)-1H-indazole-3-carboxamido)benzamido)-5-fluorophenyl)acetic acid O=S1(CCN(CC1)C1=C(C=C(C(=O)NC2=C(C=C(C=C2)F)CC(=O)O)C=C1)NC(=O)C1=NN(C2=CC=CC=C12)CC(F)(F)F)=O